ClC1=NC=C(C=C1C(=O)NC1(CC1)C#N)OC[C@H](C)NS(=O)(=O)C(F)(F)F 2-chloro-N-(1-cyanocyclopropyl)-5-[(2S)-2-(trifluoromethylsulfonylamino)propoxy]pyridine-3-carboxamide